C1=C(C=CC=2SC3=C(C21)C=CC=C3)N3C=NC2=C3C3=C(OC2=O)C=CC=C3 1-(dibenzothiophene-2-yl)-[1]benzopyrano[3,4-d]imidazol-4(1H)-one